C(CCCCCCCCCCCCCCC)(=O)OC[C@@H](OC(CCCCCCCCCCCCCCCCC)=O)CO 1-palmitoyl-2-stearoyl-sn-glycerol